C(C)(C)(C)OC(=O)N(C1=NC(=NN2C1=CC(=C2\C=C\C)C[C@H]([C@H](C)F)NC(OC(C)(C)C)=O)Cl)CC=2SC=CC2 tert-butyl N-[(2R,3S)-1-{4-[(tert-butoxycarbonyl)(thiophen-2-ylmethyl) amino]-2-chloro-7-[(1E)-prop-1-en-1-yl]pyrrolo[2,1-f][1,2,4]triazin-6-yl}-3-fluorobutan-2-yl]carbamate